C(#N)C1=CC2=C(N(C=N2)CC2=CC=C(C=C2)P(O)(O)=O)C=C1 (4-((5-cyano-1H-benzo[d]imidazol-1-yl)methyl)phenyl)phosphonic acid